tert-Butyl ((2-(((1S*,3S*)-3-(2-((tert-butyldiphenylsilyl)oxy)ethyl)cyclopentyl)oxy)-4-methylphenyl)sulfonyl)-L-prolinate [Si](C1=CC=CC=C1)(C1=CC=CC=C1)(C(C)(C)C)OCC[C@H]1C[C@H](CC1)OC1=C(C=CC(=C1)C)S(=O)(=O)N1[C@@H](CCC1)C(=O)OC(C)(C)C |o1:20,22|